N-(6-(4-isopropyl-4H-1,2,4-triazol-3-yl)pyridin-2-yl)-8-(1-methyl-1H-pyrazol-4-yl)-3,4-dihydroisoquinoline-2(1H)-carboxamide C(C)(C)N1C(=NN=C1)C1=CC=CC(=N1)NC(=O)N1CC2=C(C=CC=C2CC1)C=1C=NN(C1)C